tert-butoxycarbonyl-N-(4-methyl-6-(trifluoromethyl)benzo[d]thiazol-2-yl)carbamate C(C)(C)(C)OC(=O)N(C([O-])=O)C=1SC2=C(N1)C(=CC(=C2)C(F)(F)F)C